N-benzyl-3-(benzamido)-1H-indazole-5-carboxamide C(C1=CC=CC=C1)NC(=O)C=1C=C2C(=NNC2=CC1)NC(C1=CC=CC=C1)=O